C(C)(C)(C)OC(=O)N1C2C(C(C1)C2)N(C(=O)OC(C)(C)C)C2=C(C(=NC1=C(C(=C(C=C21)CCC#N)Br)F)SC)I.S(=O)(=O)=NC(C2=CC=CC=C2)=O Sulfonyl-Benzamide tert-Butyl-(endo)-5-((7-bromo-6-(2-cyanoethyl)-8-fluoro-3-iodo-2-(methylthio)quinolin-4-yl)(tert-butoxycarbonyl)amino)-2-azabicyclo[2.1.1]hexane-2-carboxylate